IC=1C=NN(C1C)CC12CC3(CC(CC(C1)(C3)C)(C2)C)OCCN(C(=O)OC(C)(C)C)C(=O)OC(C)(C)C di-tert-butyl [2-({3-[(4-iodo-5-methyl-1H-pyrazol-1-yl)methyl]-5,7-dimethyltricyclo[3.3.1.13,7]decan-1-yl}oxy)ethyl]-2-imidodicarbonate